C(C)(C)(C)OC(=O)N1CCN(CC1)C=1N(N=C2C=C(C=CC12)C1=CC(=CC=C1)F)C 4-(6-(3-fluorophenyl)-2-methyl-2H-indazol-3-yl)piperazine-1-carboxylic acid tert-butyl ester